iridium bis(hexafluorophosphate) F[P-](F)(F)(F)(F)F.F[P-](F)(F)(F)(F)F.[Ir+2]